3-(9-((2-(aminomethyl)pyrimidin-5-yl)carbamoyl)-4,5-dihydrobenzo[b]thieno[2,3-d]oxepin-8-yl)-6-(propylcarbamoyl)picolinic acid NCC1=NC=C(C=N1)NC(=O)C1=CC2=C(OCCC3=C2SC=C3)C=C1C=1C(=NC(=CC1)C(NCCC)=O)C(=O)O